2-(4-fluoro-3-nitrophenyl)ethanol tert-Butyl-4-[4-[(2,6-dioxo-3-piperidyl)amino]-2-fluoro-phenyl]piperazine-1-carboxylate C(C)(C)(C)C1N(CCN(C1)C1=C(C=C(C=C1)NC1C(NC(CC1)=O)=O)F)C(=O)OCCC1=CC(=C(C=C1)F)[N+](=O)[O-]